methyl-2-nitropyridin-3-ol CC1=C(C(=NC=C1)[N+](=O)[O-])O